ClC=1C=C(C=CC1Cl)[C@H]1NCCOC1 (R)-3-(3,4-dichloro-phenyl)morpholine